FC1=CC=C(C=C1)C(N1CCN(CC1)C1=C(C(N(C=2C=CC(=NC12)C#N)CCOC)=O)[N+](=O)[O-])C1=CC=C(C=C1)F 8-(4-(bis(4-fluorophenyl)methyl)piperazin-1-yl)-5-(2-methoxyethyl)-7-nitro-6-oxo-5,6-dihydro-1,5-naphthyridine-2-carbonitrile